(7s,9r)-7-(4-(5-(4,4-difluorocyclohexyl)-1,2,4-oxadiazol-3-yl)-4-(trifluoromethyl)piperidine-1-carbonyl)-9-hydroxy-6-azaspiro[3.5]nonane-6-carboxylic acid tert-butyl ester C(C)(C)(C)OC(=O)N1CC2(CCC2)[C@@H](C[C@H]1C(=O)N1CCC(CC1)(C(F)(F)F)C1=NOC(=N1)C1CCC(CC1)(F)F)O